CN1C2=C(C3=C1CCN(CC3)C(=O)OC(C)(C)C)C=CC=N2 tert-butyl 10-methyl-5,8,9,10-tetrahydropyrido[3',2':4,5]pyrrolo[2,3-d]azepine-7(6H)-carboxylate